NC1(CCCCC1)COC=1C=C(C=C(C1C#N)SC)C1=CN=C2N1C(=C(C=C2)OC)C#N 3-(3-((1-Aminocyclohexyl)methoxy)-4-cyano-5-(methylthio)phenyl)-6-methoxyimidazo[1,2-a]pyridine-5-carbonitrile